N[C@H](COC1=CC=C(C=C1)C=1C=C2C(=CC=NC2=CC1)C(=O)NCC(=O)N1[C@@H](CC(C1)(F)F)C#N)CC1=CC2=CC=CC=C2C=C1 6-(4-((S)-2-amino-3-(naphthalen-2-yl)propoxy)phenyl)-N-(2-((S)-2-cyano-4,4-difluoropyrrolidin-1-yl)-2-oxoethyl)quinoline-4-carboxamide